1-methyl-4-((3-chloro-4-fluorophenyl)amino)-7-fluoro-1H-indole-2-carboxylic acid ethyl ester C(C)OC(=O)C=1N(C2=C(C=CC(=C2C1)NC1=CC(=C(C=C1)F)Cl)F)C